CC(CC(C)C)C1=CC=C(C=C1)O 4-(1,3-dimethylbutyl)-phenol